S1C=CC=C1.[Sn] tin thiophene salt